Methyl 1-[5-acetyl-1-(1-acetylpiperidin-4-yl)-4H,6H,7H-pyrazolo[4,3-c]pyridin-3-yl]-7-(difluoromethyl)-3,4-dihydro-2H-quinoline-6-carboxylate C(C)(=O)N1CC2=C(CC1)N(N=C2N2CCCC1=CC(=C(C=C21)C(F)F)C(=O)OC)C2CCN(CC2)C(C)=O